C(=O)(OCC1=CC=CC=C1)N[C@H](C(O)C1=CC(=CC=C1)OCC1=CC=CC=C1)C (2S)-2-(carbobenzoxy)amino-1-(3-(benzyloxy)phenyl)-1-propanol